FC1=CC=C(C=C1)C(C1=NCN(C=N1)N1CCNCC1)C1=CC=C(C=C1)F 4-[bis(p-fluorophenyl)methyl]-1-piperazinyl-s-triazine